tert-butyl 2-methyl-1-oxa-6-azaspiro[2.5]octane-6-carboxylate CC1OC12CCN(CC2)C(=O)OC(C)(C)C